ClC1=C(C=CC=C1)CC(=O)NC1=C(C(=C(C=C1)C=1C=NN(C1)C(F)F)S(N=CN(C)C)(=O)=O)F 2-(2-chlorophenyl)-N-(4-[1-(difluoromethyl)-1H-pyrazol-4-yl]-3-{[(dimethylamino)methylene]sulfamoyl}-2-fluorophenyl)acetamide